N-(5-chloro-2-fluorophenyl)-9-(1-cyclobutyl-1,2,3,6-tetrahydropyridin-4-yl)-1-methyl-6,7-dihydro-5H-benzo[c][1,2,3]triazolo[1,5-a]azepin-7-amine 2,2,2-trifluoroacetate FC(C(=O)O)(F)F.ClC=1C=CC(=C(C1)NC1C2=C(C=3N(CC1)N=NC3C)C=CC(=C2)C=2CCN(CC2)C2CCC2)F